FC=1C=CC(=C(C(=O)NC)C1)SC1=CC=C2C(=NN(C2=C1)C1OCCCC1)\C=C\C=1C=NN(C1)CCCN1CCCC1 5-Fluoro-N-methyl-2-[3-[(trans)-2-[1-(3-pyrrolidin-1-ylpropyl)pyrazol-4-yl]vinyl]-1-Tetrahydropyran-2-ylindazol-6-yl]sulfanylbenzamide